C(C)OC(CC(C=1C=NC(=CC1)OC)C1(CN(C1)C(CCCC1=CC=C2CCCN(C2=N1)C(=O)OC(C)(C)C)=O)F)=O tert-Butyl 7-(4-(3-(3-ethoxy-1-(6-methoxypyridin-3-yl)-3-oxopropyl)-3-fluoroazetidin-1-yl)-4-oxobutyl)-3,4-dihydro-1,8-naphthyridine-1(2H)-carboxylate